oct-6-yl sulfate (tetrabutylammonium) salt C(CCC)[N+](CCCC)(CCCC)CCCC.S(=O)(=O)(OC(CCCCC)CC)[O-]